ClCCC(=C(C1=CC=C(C=C1)O)C1=CC=C(C=C1)N1CCC(CC1)CN1C(CN(CC1C)C=1C=C2C(N(C(C2=CC1F)=O)C1C(NC(CC1)=O)=O)=O)C)C1=CC=C(C=C1)O 5-(4-((1-(4-(4-chloro-1,2-bis(4-hydroxyphenyl)but-1-en-1-yl)phenyl)piperidin-4-yl)methyl)-3,5-dimethylpiperazin-1-yl)-2-(2,6-dioxopiperidin-3-yl)-6-fluoroisoindoline-1,3-dione